(R)-5-amino-3-(1-amino-8-azaspiro[4.5]decan-8-yl)-6-(2,3-dichlorophenyl)pyrazine-2-carboxylic acid ethyl ester C(C)OC(=O)C1=NC(=C(N=C1N1CCC2(CCC[C@H]2N)CC1)N)C1=C(C(=CC=C1)Cl)Cl